C(CCCCCCCCCCC)(=O)OCC(COC(CCCCCCCCCCC)=O)(COCC(COC(CCCCCCCCCCC)=O)(COC(CCCCCCCCCCC)=O)COC(CCCCCCCCCCC)=O)COC(CCCCCCCCCCC)=O Dipentaerythritol hexalaurate